N-tert-butyl-2,6-difluorobenzenesulfonamide C(C)(C)(C)NS(=O)(=O)C1=C(C=CC=C1F)F